N(=[N+]=[N-])C[C@H]1O[C@@H]([C@H]([C@H]([C@@H]1OCC1=CC=CC=C1)OCC1=CC=CC=C1)OCC1=CC=CC=C1)OCC1=CC=CC=C1 (2R,3R,4S,5S,6S)-2-(azidomethyl)-3,4,5,6-tetrakis(benzyloxy)tetrahydro-2H-pyran